[NH2+]1C=CC2=CC=C3C(=C12)C=CC=C3 benzo-indolium